5-tert-butyl-1,3-thiazol-2-amine C(C)(C)(C)C1=CN=C(S1)N